CC1=CC=CC=2C(=NOC21)C(C)(C)NC(C[C@@H]2N(CCCC2)C)=O (R)-N-(2-(7-methylbenzo[d]isoxazol-3-yl)propan-2-yl)-2-(1-methylpiperidin-2-yl)acetamide